Cl.Cl.N[C@H](C(=O)OCC1=CC(=NC(=C1)Cl)Cl)CC1=CC(=NC(=C1)C)C (2,6-Dichloropyridin-4-yl)methyl (S)-2-amino-3-(2,6-dimethylpyridin-4-yl)propanoate dihydrochloride